ClC1=NC=C2N(C(N(C2=N1)[C@@H]1CC[C@H](CC1)OC)=O)C 2-chloro-9-(trans-4-methoxycyclohexyl)-7-methyl-7,9-dihydro-8H-purin-8-one